CC(=O)N[C@@H]1[C@H](C[C@@](O[C@H]1[C@@H]([C@@H](CO)O)O)(C(=O)O)O[C@H]2[C@H]([C@H](O[C@H]([C@@H]2O)O[C@@H]3[C@H](O[C@H]([C@@H]([C@H]3O)NC(=O)C)O[C@H]4[C@H]([C@H](OC([C@@H]4NC(=O)C)O)CO)O)CO)CO)O)O The molecule is a linear amino tetrasaccharide comprising alpha-sialyl, beta-D-galactosyl, N-acetyl-beta-D-glucosaminyl and N-acetyl-D-galactosamine residues in a (2->3), (1->4) and (1->3) sequence. It has a role as an epitope. It is an amino tetrasaccharide, a glucosamine oligosaccharide and a galactosamine oligosaccharide.